tert-butyl (1-(5-(2-chloro-3-fluoropyridin-4-yl)-2-methyl-2H-1,2,3-triazol-4-yl)propyl)(methyl)carbamate ClC1=NC=CC(=C1F)C=1C(=NN(N1)C)C(CC)N(C(OC(C)(C)C)=O)C